C(C)OC(C(C#N)=NNC1=CC(=CC=C1)Cl)=O 2-[(3-chlorophenyl)hydrazono]-2-cyano-acetic acid ethyl ester